N-(2-Ethylsulfonylamino-5-trifluoromethyl-3-pyridyl)cyclohexanecarboxamide C(C)S(=O)(=O)NC1=NC=C(C=C1NC(=O)C1CCCCC1)C(F)(F)F